4-{8-[(2-cyano-2-methylideneethyl)amino]-7-methoxynaphthalen-2-yl}-N-[(2S,4R)-1,2-dimethylpiperidin-4-yl]pyrimidine-2-carboxamide C(#N)C(CNC=1C(=CC=C2C=CC(=CC12)C1=NC(=NC=C1)C(=O)N[C@H]1C[C@@H](N(CC1)C)C)OC)=C